tert-Butyl (6aR)-4-chloro-3-(2-fluoro-6-hydroxyphenyl)-12-oxo-1-(5-azaspiro[2.4]heptan-5-yl)-6a,7,9,10-tetrahydro-12H-pyrazino[2,1-c]pyrido[3,4-f][1,4]oxazepine-8(6H)-carboxylate ClC1=C(N=C(C=2C(N3[C@@H](COC21)CN(CC3)C(=O)OC(C)(C)C)=O)N3CC2(CC2)CC3)C3=C(C=CC=C3O)F